BrC=1C(=NN(C1)C(=O)OC(C)(C)C)F tert-Butyl 4-bromo-3-fluoro-1H-pyrazole-1-carboxylate